(2R,6S)-6-((4-bromophenoxy)methyl)-2-(fluoromethyl)-2-methyl-1,4-dioxane BrC1=CC=C(OC[C@@H]2COC[C@](O2)(C)CF)C=C1